C(C)(C)(C)OC(=O)C1=CC=NC2=CC=C(C=C12)C1=CC[C@@H](CC1)C#N |r| Racemic-(R)-6-(4-cyanocyclohex-1-en-1-yl)quinoline-4-carboxylic acid tert-butyl ester